2-(2-guanidinoethyl)-1'-((1s,4s)-4-isopropylcyclohexyl)-3-oxo-2,3-dihydro-1H-spiro[isoquinoline-4,4'-piperidin]-7-yl carbamate C(N)(OC1=CC=C2C(=C1)CN(C(C21CCN(CC1)C1CCC(CC1)C(C)C)=O)CCNC(=N)N)=O